8-allyloxy-1,3,6-pyrenetrisulfonic acid sodium [Na].C(C=C)OC=1C=C(C=2C=CC3=C(C=C(C=4C=CC1C2C43)S(=O)(=O)O)S(=O)(=O)O)S(=O)(=O)O